7-((4-(2-fluoro-6-(methylcarbamoyl)pyridin-3-yl)piperazin-1-yl)methyl)pyrrolo[1,2-a]quinoxalin-4(5H)-one FC1=NC(=CC=C1N1CCN(CC1)CC=1C=C2NC(C=3N(C2=CC1)C=CC3)=O)C(NC)=O